N=1C=NN2C1C=C(C=C2)OC2=C(C=C(C=C2)NC2=NC=NC1=CC=C3C(=C21)OC[C@@H]2N3CCOC2)C (R)-N-(4-([1,2,4]triazolo[1,5-a]pyridin-7-yloxy)-3-methylphenyl)-6a,7,9,10-tetrahydro-6H-[1,4]oxazino[4',3':4,5][1,4]oxazino[2,3-f]quinazolin-4-amine